[Ag].[Cu].[Pd] palladium-copper Silver